N-(4-fluoro-3-methylphenyl)-1-(2-fluoroethyl)-5-(2-(((1s,4s)-4-hydroxycyclohexyl)amino)-2-oxoacetyl)-2,4-dimethyl-1H-pyrrole-3-carboxamide FC1=C(C=C(C=C1)NC(=O)C1=C(N(C(=C1C)C(C(=O)NC1CCC(CC1)O)=O)CCF)C)C